(S)-3-(5-(3-fluorophenyl)-3-ureidothiophene-2-carboxamido)piperidine-1-carboxylate FC=1C=C(C=CC1)C1=CC(=C(S1)C(=O)N[C@@H]1CN(CCC1)C(=O)[O-])NC(=O)N